BrC=1C=C(OCC2=NN(C=C2)C)C=CC1F 3-[(3-bromo-4-fluoro-phenoxy)methyl]-1-methyl-pyrazole